S(C)(=O)(=O)OC1COC1 oxetan-3-yl mesylate